OC[C@H](C1=CC=CC=C1)NC1=CC(=NC=C1C=1OC(=NN1)C)NC1=CC=C2C(=N1)C(N(C2=O)CCC)(C)C (S)-2-((4-((2-hydroxy-1-phenylethyl)amino)-5-(5-methyl-1,3,4-oxadiazol-2-yl)pyridin-2-yl)amino)-7,7-dimethyl-6-propyl-6,7-dihydro-5H-pyrrolo[3,4-b]pyridin-5-one